ClC=1C(=NC(=CC1C)N1CCC(CC1)(F)F)C1=NN=C(O1)C1=C(C=C(C=C1)C(CO)S(=O)(=O)N)N1CCC2(CC2)CC1 (4-(5-(3-chloro-6-(4,4-difluoropiperidin-1-yl)-4-methylpyridin-2-yl)-1,3,4-oxadiazol-2-yl)-3-(6-azaspiro[2.5]oct-6-yl)phenyl)-2-hydroxyethan-1-sulfonamide